(R)-8-(5-((1S,2S)-2-methylcyclohexyl)thiazol-2-yl)-9-oxooctahydro-2H-pyrazino[1,2-a]pyrazine-2-carbonitrile C[C@@H]1[C@H](CCCC1)C1=CN=C(S1)N1C([C@@H]2N(CCN(C2)C#N)CC1)=O